COC(=O)C1=CC(=C(C=C1)C=1C=NN(C1C(=O)OC)C)[N+](=O)[O-] Methyl 4-(4-(methoxycarbonyl)-2-nitrophenyl)-1-methyl-1H-pyrazole-5-carboxylate